CC1(C[C@@H]2[C@H](O1)[C@H]1C(C(C([C@@H]1CC2)(C)C)C)(C)C)C |r| (3aRS,5aRS,8aRS,8bSR)-2,2,6,6,7,8,8-heptamethyldecahydro-2H-indeno[4,5-b]furan